6-((5-benzyl-3-methyl-1-oxoisoindolin-2-yl)methyl)benzo[d]oxazol-2(3H)-one C(C1=CC=CC=C1)C=1C=C2C(N(C(C2=CC1)=O)CC1=CC2=C(NC(O2)=O)C=C1)C